ON\C(=N/[H])\C1=C(C=CC=C1)C1=CC=C(C=C1)CN1C(=NC2=C1C(=CC=C2)C(=O)O)OCC (Z)-1-[(2'-(hydroxycarbamimidoyl)[1,1-biphenyl]-4-yl)methyl]-2-ethoxy-1H-benzimidazole-7-carboxylic acid